Tert-butyl (2-(5-((tert-butyldimethylsilyl)oxy)-1H-indol-3-yl)-2-methylpropyl)-carbamate [Si](C)(C)(C(C)(C)C)OC=1C=C2C(=CNC2=CC1)C(CNC(OC(C)(C)C)=O)(C)C